FC(C(=O)N1CC2=C(CC1)SC(=N2)N2C1CN(CC2CC1)C(=O)OC(C)(C)C)(F)F tert-butyl 8-(5-(2,2,2-trifluoroacetyl)-4,5,6,7-tetrahydrothiazolo[4,5-c]pyridin-2-yl)-3,8-diazabicyclo[3.2.1]octane-3-carboxylate